FC(C(=O)O)(F)F.FC(C=1C=C(C=CC1F)C=1C=C(C=NC1)[C@@H](C)N1C(OCC1)=O)F |r| (R/S)-3-[1-[5-[3-(difluoromethyl)-4-fluoro-phenyl]-3-pyridyl]ethyl]oxazolidin-2-one trifluoroacetate salt